C(C)(C)(C)OC(CC1(CCN(CC1)C1=CC=C(C=C1)[N+](=O)O)O)=O [4-[4-(2-tert-butoxy-2-oxo-ethyl)-4-hydroxy-1-piperidinyl]phenyl]-hydroxy-oxo-ammonium